chlorofluorobenzyladenine ClNC1=C2NC(=NC2=NC(=N1)CC1=CC=CC=C1)F